C1(CC1)C=1C(=NON1)C(=O)N[C@H](C(C1CC1)C1CC1)C=1OC2=C(N1)C=C(C=C2)CN2C(N[C@@H](C2)C(F)(F)F)=O 4-Cyclopropyl-N-((R)-2,2-dicyclopropyl-1-(5-(((S)-2-oxo-4-(trifluoromethyl)imidazolidin-1-yl)methyl)benzo[d]oxazol-2-yl)ethyl)-1,2,5-oxadiazole-3-carboxamide